CN1CC(C1)(C)[C@@](C=1C=C(C=NC1)C#CC(O)C1CCN(CC1)C(C)=O)(C1=CC=C(C=C1)C(C)C)O 1-[4-(3-{5-[(R)-(1,3-Dimethyl-azetidin-3-yl)-hydroxy-(4-isopropyl-phenyl)-methyl]-pyridin-3-yl}-1-hydroxy-prop-2-ynyl)-piperidin-1-yl]-ethanone